(R)-2-((3'-(4-cyano-2-fluorobenzyloxy)-3-fluorobiphenyl-4-yl)methyl)-1-((tetrahydrofuran-2-yl)methyl)-1H-benzo[d]imidazole-6-carboxylic acid C(#N)C1=CC(=C(COC=2C=C(C=CC2)C2=CC(=C(C=C2)CC2=NC3=C(N2C[C@@H]2OCCC2)C=C(C=C3)C(=O)O)F)C=C1)F